6-(4-ethyl-3-(hydroxymethyl)-5-oxo-4,5-dihydro-1H-1,2,4-triazol-1-yl)-7-fluoro-2-(2-fluorophenyl)-4-(prop-1-en-2-yl)isoquinolin-1(2H)-one C(C)N1C(=NN(C1=O)C=1C=C2C(=CN(C(C2=CC1F)=O)C1=C(C=CC=C1)F)C(=C)C)CO